methyl 4-(8-(2-aminopyridin-3-yl)-9H-purin-9-yl)benzoate NC1=NC=CC=C1C=1N(C2=NC=NC=C2N1)C1=CC=C(C(=O)OC)C=C1